(R)-N,N-dimethyl-1-((7-morpholino-5-(3-(m-tolyl)-1H-pyrazol-1-yl)-3H-imidazo[4,5-b]pyridin-2-yl)methyl)pyrrolidin-3-amine CN([C@H]1CN(CC1)CC1=NC=2C(=NC(=CC2N2CCOCC2)N2N=C(C=C2)C=2C=C(C=CC2)C)N1)C